NC=1C(=C(C=CC1)C=1N=C(C=2N(C1)C(/C(/N2)=C/C=2OC=CC2)=O)C2=CN=NC(=C2)Cl)F (Z)-6-(3-amino-2-fluorophenyl)-8-(6-chloropyridazin-4-yl)-2-(furan-2-ylmethylene)imidazo[1,2-a]pyrazin-3(2H)-one